(3R,5R)-5-(2,3-dichloro-6-(methoxymethoxy)phenyl)pyrrolidine-1,3-dicarboxylic acid 1-(tert-butyl) 3-methyl ester COC(=O)[C@H]1CN([C@H](C1)C1=C(C(=CC=C1OCOC)Cl)Cl)C(=O)OC(C)(C)C